2-Chloro-2-(6-(((R)-1-(3-cyano-2-methylphenyl)ethyl)amino)-5-(1,3-dioxolan-2-yl)-2-methylpyrimidin-4-yl)-N-morpholinoacetamide ClC(C(=O)NN1CCOCC1)C1=NC(=NC(=C1C1OCCO1)N[C@H](C)C1=C(C(=CC=C1)C#N)C)C